2-(2-methoxy-5-methylphenyl)-N-(2-methylquinoline-5-sulfonyl)-4-phenyloxolane-2-carboxamide COC1=C(C=C(C=C1)C)C1(OCC(C1)C1=CC=CC=C1)C(=O)NS(=O)(=O)C=1C=2C=CC(=NC2C=CC1)C